C(CCCCC)NCCCNC=1C2=CC(=CC=C2N=C2C=CC=C(C12)N([O-])O)OC 9-((3-(Hexylamino)propyl)amino)-1-(hydroxy(oxido)amino)-7-methoxyacridine